BrC1=NN2C(N=C(C=C2)N[C@H]2[C@H](CCCC2)NC(OC(C)(C)C)=O)=C1 tert-butyl N-[(1S,2R)-2-[(2-bromopyrazolo[1,5-a]pyrimidin-5-yl)amino]cyclohexyl]carbamate